N1C(NCC=C1)=S 3,4-dihydropyrimidin-2-thione